2-(trifluoromethyl)-4-[2-(trifluoromethyl)pyrimidin-5-yl]quinazolin-5-ol Methyl-1H-indazole-5-carboxylate CN1N=CC2=CC(=CC=C12)C(=O)OC=1C=2C(=NC(=NC2C=CC1)C(F)(F)F)C=1C=NC(=NC1)C(F)(F)F